C(C)C1CC2C(N(OC2(C)C)C(C)C)C(C1)CC 5,7-Diethyl-1-isopropyl-3,3-dimethyloctahydrobenzo[c]isoxazol